C(C)(=O)OC1=C(C=CC(=C1)C1CCC1)N1N=C2CCN(C[C@H]3C2=C1CCN3C(=O)C=3C=1C=NC=NC1C(=CC3)C(F)(F)F)C(C=C)=O |o1:21| (R or S)-2-(7-acryloyl-5-(8-(trifluoromethyl) quinazoline-5-carbonyl)-3,4,5,5a,6,7,8,9-octahydro-2H-1,2,5,7-tetraazabenzo[cd]azulen-2-yl)-5-cyclobutylphenyl acetate